NC1=C2C(=NC=N1)N(N=C2C2=CC=C(CNC(C1=C(C=CC(=C1)F)OC)=O)C=C2)C2CN(C2)C2=CC=C(C=C2)C=O N-(4-(4-amino-1-(1-(4-formylphenyl)azetidin-3-yl)-1H-pyrazolo[3,4-d]pyrimidin-3-yl)benzyl)-5-fluoro-2-methoxybenzamide